O(C[Sn](CCCC)(CCCC)CCCC)C[Sn](CCCC)(CCCC)CCCC oxybis(methylene)bis(tributylstannane)